ClC=1C=C(C=CC1S(=O)(=O)C)NC(=O)C=1C=NN(C1C(F)(F)F)C1=C2C=CNC(C2=CC=C1)=O N-(3-chloro-4-(methylsulfonyl)phenyl)-1-(1-oxo-1,2-dihydroisoquinolin-5-yl)-5-(trifluoromethyl)-1H-pyrazole-4-carboxamide